(R)-N-(1-(4-chlorophenyl)-2,2,2-trifluoroethyl)-N-methylimidazo[1,2-a]pyridine-3-sulfonamide ClC1=CC=C(C=C1)[C@H](C(F)(F)F)N(S(=O)(=O)C1=CN=C2N1C=CC=C2)C